1,3,5-triazine-2-butanenitrile N1=C(N=CN=C1)CCCC#N